tert-butyl 6-((1S,2S)-2-fluorocyclopropane-1-carboxamido)-6'-methoxy-1-((2-(trimethylsilyl)ethoxy)methyl)-1H,1'H-[3,5'-bipyrrolo[2,3-b]pyridine]-1'-carboxylate F[C@@H]1[C@@H](C1)C(=O)NC1=CC=C2C(=N1)N(C=C2C=2C=C1C(=NC2OC)N(C=C1)C(=O)OC(C)(C)C)COCC[Si](C)(C)C